N-[4-chloro-6-(1-methylcyclohexyl)pyrimidin-2-yl]-1-methyl-pyrazole-4-sulfonamide ClC1=NC(=NC(=C1)C1(CCCCC1)C)NS(=O)(=O)C=1C=NN(C1)C